1-[2-[4-[3-[1-(5-chloropyrimidin-2-yl)-4-piperidinyl]propoxy]-2-fluoro-phenyl]acetyl]-N-[2,3-dihydroxy-2-(hydroxymethyl)propyl]azetidine-3-carboxamide ClC=1C=NC(=NC1)N1CCC(CC1)CCCOC1=CC(=C(C=C1)CC(=O)N1CC(C1)C(=O)NCC(CO)(CO)O)F